C(C)S(=O)(=O)C=1C=CC(=NC1C1=NC=C2N1C=CN=C2OCC(C(F)(F)F)(F)F)N(C(C)=O)C N-[5-ethylsulfonyl-6-[8-(2,2,3,3,3-penta-fluoropropoxy)imidazo[1,5-a]pyrazin-3-yl]-2-pyridyl]-N-methyl-acetamide